C(#N)C=1C=C(COC2=C(C=C(C=C2)NC2=C(C=3N=C(C=NC3C=C2)N2CCC(CC2)N(C)C)C#N)OC)C=CC1 6-((4-((3-cyanobenzyl)oxy)-3-methoxyphenyl)amino)-3-(4-(dimethylamino)piperidin-1-yl)quinoxaline-5-carbonitrile